ClC1=C(C=CC=C1)C1=CC=2N(C(N(C(C2S1)=O)C=1C=NC=C(C#N)C1)=O)CCC#N 5-(6-(2-chlorophenyl)-1-(2-cyanoethyl)-2,4-dioxo-1,4-dihydrothieno[3,2-d]pyrimidin-3(2H)-yl)nicotinonitrile